cyanoethyl diethylaminodithiocarbamate C(C)N(CC)NC(SCCC#N)=S